FC(OC1=CC=C(C=C1)C=1C=NN(C1)C12CC(C1)(C2)NC(OCC[Si](C)(C)C)=O)(F)F 2-(trimethylsilyl)ethyl (3-(4-(4-(trifluoromethoxy)phenyl)-1H-pyrazol-1-yl)bicyclo[1.1.1]pentan-1-yl)carbamate